CC(C(CC([2H])([2H])[2H])[2H])[2H] Pentan-2,3,5,5,5-d5